(2S)-2-[(3S,5Z)-5-[[4-[(E)-3-(4-Methylphenyl)-3-oxoprop-1-enyl]phenyl]methylidene]-1-oxo-3-sulfanyl-1,2,4-thiadiazolidin-2-yl]-3-phenylpropanoic acid CC1=CC=C(C=C1)C(/C=C/C1=CC=C(C=C1)\C=C/1\N[C@@H](N(S1=O)[C@H](C(=O)O)CC1=CC=CC=C1)S)=O